ClC1=CC(=C(C(=C1)C)C=1C(NC2(CCC3(OCCO3)CC2)C1O)=O)C 11-(4-chloro-2,6-dimethylphenyl)-12-hydroxy-1,4-dioxa-9-azadispiro[4.2.4.2]-tetradeca-11-en-10-one